((5,7-difluoro-2-methyl-1-((2-(trimethylsilyl)ethoxy)methyl)-1H-benzo[d]imidazol-6-yl)oxy)-2-(1H-pyrazol-4-yl)quinoxaline FC1=CC2=C(N(C(=N2)C)COCC[Si](C)(C)C)C(=C1OC=1C(=NC2=CC=CC=C2N1)C=1C=NNC1)F